6-(1-methoxy-1-(4-methoxyphenyl)ethyl)-5-methyl-2-phenyl-3-(piperidin-1-yl)pyrazolo[1,5-a]pyrimidin-7(4H)-one COC(C)(C1=CC=C(C=C1)OC)C1=C(NC=2N(C1=O)N=C(C2N2CCCCC2)C2=CC=CC=C2)C